4-[N-(2-cyanoethyl)sulfamoyl]-N-[6-(4-methylpiperazinylmethyl)benzothiazol-2-yl]Benzamide C(#N)CCNS(=O)(=O)C1=CC=C(C(=O)NC=2SC3=C(N2)C=CC(=C3)CN3CCN(CC3)C)C=C1